(rac)-(6-(3-Chloro-4-methylphenyl)-2-azaspiro[3.4]octan-2-yl)((1s,3s)-3-hydroxy-3-methylcyclobutyl)methanone ClC=1C=C(C=CC1C)[C@H]1CC2(CN(C2)C(=O)C2CC(C2)(C)O)CC1 |r|